3-[2-(2-t-Butoxycarbonylaminoethoxy)ethoxy]propionic acid C(C)(C)(C)OC(=O)NCCOCCOCCC(=O)O